CC(C(=O)O)CC=O 2-Methyl-4-oxobutanoic acid